OC1=CC=C(C=C1)[C@H]1[C@@H](CCNCC1)CON1C(C2=CC=CC=C2C1)=O ((trans)-5-(4-hydroxyphenyl)azepan-4-yl)methoxyl-2,3-dihydro-1H-isoindol-1-one